(S)-4-(5-(3-((2-(3-carboxypropanoyl)-4-fluoro-6-methoxybenzo[b]thiophen-5-yl)oxy)propoxy)-6-methoxybenzo[b]thiophen-2-yl)-2-methyl-4-oxobutanoic acid C(=O)(O)CCC(=O)C1=CC2=C(S1)C=C(C(=C2F)OCCCOC2=CC1=C(SC(=C1)C(C[C@@H](C(=O)O)C)=O)C=C2OC)OC